(R)-1-((3-fluoro-1-methyl-1H-pyrazol-4-yl)ethynyl)-4-((1-methyl-1H-pyrazol-4-yl)methyl-d2)-N-(1-methylcyclopropyl)-5-oxo-1,2,4,5-tetrahydroimidazo[1,2-a]quinazoline-7-sulfonamide FC1=NN(C=C1C#C[C@@H]1CN=C2N1C1=CC=C(C=C1C(N2C([2H])([2H])C=2C=NN(C2)C)=O)S(=O)(=O)NC2(CC2)C)C